3-azidomethylperylene N(=[N+]=[N-])CC=1C=CC=2C=3C=CC=C4C=CC=C(C5=CC=CC1C52)C43